COC(CCO)O 3-methoxy-1,3-propanediol